(8-(8-iodoimidazo[1,2-c]pyrimidin-5-yl)-1-methyl-spiro[4.5]decan-1-yl)carbamic acid tert-butyl ester C(C)(C)(C)OC(NC1(CCCC12CCC(CC2)C2=NC=C(C=1N2C=CN1)I)C)=O